(S)-1-((S)-1-(2-((S)-amino(4,4-difluorocyclohexyl)methyl)-6-methyl-imidazo[1,2-b]pyridazin-7-yl)-2-methoxyethyl)-4-(trifluoromethyl)imidazolidin-2-one N[C@H](C=1N=C2N(N=C(C(=C2)[C@@H](COC)N2C(N[C@@H](C2)C(F)(F)F)=O)C)C1)C1CCC(CC1)(F)F